ClC=1C=CC(=NC1C1=C(C=CC=C1C)C)NS(=O)(=O)C1=NC(=CC=C1)O[C@@H]1COC[C@@H]1O |r| rac-N-[5-chloro-6-(2,6-dimethylphenyl)pyridin-2-yl]-6-{[(3R,4S)-4-hydroxyoxolane-3-yl]oxy}pyridine-2-sulfonamide